COC(C(CC)(C)N1C(CCC2=CC=C(C=C12)CCN1CCN(CC1)C1=CC(=CC2=C1C=CS2)F)=O)=O (7-(2-(4-(6-fluorobenzothiophen-4-yl)piperazin-1-yl)ethyl)-2-oxo-3,4-dihydroquinolin-1(2H)-yl)-2-methylbutanoic acid methyl ester